(3R)-6-[7,7-difluoro-2-[(2S,3R)-3-hydroxy-2,3-dimethyl-azetidin-1-yl]-5,6-dihydrocyclopenta[d]pyrimidin-4-yl]spiro[2H-benzofuran-3,4'-oxazolidine]-2'-one FC1(CCC2=C1N=C(N=C2C2=CC1=C(C=C2)[C@@]2(NC(OC2)=O)CO1)N1[C@H]([C@](C1)(C)O)C)F